5,6-dichloro-N2-(2,6-diethylphenyl)pyridine-2,3-diamine ClC=1C=C(C(=NC1Cl)NC1=C(C=CC=C1CC)CC)N